NC1=CC(=C(C=C1)N1CC2(C1)CN(C2)CCCCCCCC(=O)OC(C)(C)C)F tert-butyl 8-[2-(4-amino-2-fluoro-phenyl)-2,6-diazaspiro[3.3]heptan-6-yl]octanoate